CC=1N=C2N(C=C(N=C2C)C2=CC3=CN(N=C3C(=C2)F)C2CCN(CC2)C(=O)OC(C)(C)C)C1 tert-butyl 4-[5-(2,8-dimethylimidazo[1,2-a]pyrazin-6-yl)-7-fluoro-indazol-2-yl]piperidine-1-carboxylate